N-[2-[[5-chloro-2-[2-methoxy-4-(4-piperazin-1-yl-1-piperidyl)anilino]pyrimidin-4-yl]amino]phenyl]methanesulfonamide ClC=1C(=NC(=NC1)NC1=C(C=C(C=C1)N1CCC(CC1)N1CCNCC1)OC)NC1=C(C=CC=C1)NS(=O)(=O)C